1-(6-bromo-3-((4,4-difluorocyclohexyl)methoxy)pyridin-2-yl)-N,N-dimethylmethanamine BrC1=CC=C(C(=N1)CN(C)C)OCC1CCC(CC1)(F)F